hypophosphorous acid, chloride [PH2](=O)Cl